BrC=1C=C2CC(NC2=CC1OC)=O 5-bromo-6-methoxyindolin-2-one